ClC1=CC=C(N=N1)OCC1C[C@@H]2[C@@H](CN(C2)C(=O)OC(C)(C)C)C1 tert-Butyl (3aR,6aS)-5-[(6-chloropyridazin-3-yl)oxymethyl]-3,3a,4,5,6,6a-hexahydro-1H-cyclopenta[c]pyrrole-2-carboxylate